8-(2-cyano-5-methylphenyl)-9-(4-((1-(3-fluoropropyl)azetidin-3-yl)methyl)phenyl)-6,7-dihydro-5H-benzo[7]annulene-3-carboxylic acid C(#N)C1=C(C=C(C=C1)C)C=1CCCC2=C(C1C1=CC=C(C=C1)CC1CN(C1)CCCF)C=CC(=C2)C(=O)O